C(C1=CC=CC=C1)N1C(=CC=C1)C(\C=C\C1=CC=CC=C1)=O (E)-1-(N-benzyl-pyrrole-2-yl)-3-phenylpropan-2-en-1-one